1-(2-(tetrahydro-2H-pyran-4-yl)-5-(4,4,5,5-tetramethyl-1,3,2-dioxaborolan-2-yl)benzyl)azetidine O1CCC(CC1)C1=C(CN2CCC2)C=C(C=C1)B1OC(C(O1)(C)C)(C)C